C(C=C=C=C=C=CCCC)(=O)O decapentaenoic acid